BrC=1C=C2C(=CC1)C(NCC21CCC1)=O 6-bromo-1-oxospiro[3H-isoquinoline-4,1'-cyclobutane]